N1N=NN=C1C1=CC=2C(=NOC2C=2C=C(OC3CCN(CC3)CCOCCOCCC(=O)OC(C)(C)C)C=CC2)C=C1 tert-Butyl 3-(2-(2-(4-(3-(5-(1H-tetrazol-5-yl)benzo[c]isoxazol-3-yl)phenoxy)piperidin-1-yl)ethoxy)ethoxy)propanoate